N-(2-chloro-4-fluoro-3-((5-fluoro-3-methyl-4-oxo-3,4-dihydroquinazolin-6-yl)oxy)phenyl)-3-(methoxymethyl)azetidine-1-sulfonamide ClC1=C(C=CC(=C1OC=1C(=C2C(N(C=NC2=CC1)C)=O)F)F)NS(=O)(=O)N1CC(C1)COC